(R)-3-(6-(3-methyl-1H-pyrrolo[2,3-b]pyridin-5-yl)-2-((S)-2-methylmorpholine-4-carbonyl)-1,2,3,4-tetrahydroisoquinolin-8-yl)morpholine-4-carboxylic acid tert-butyl ester C(C)(C)(C)OC(=O)N1[C@@H](COCC1)C=1C=C(C=C2CCN(CC12)C(=O)N1C[C@@H](OCC1)C)C=1C=C2C(=NC1)NC=C2C